C(C)(C)(C)OC(=O)NCC1CCC(CC1)C(=O)N[C@@H](COC1=CC=C(C=C1)C=1C=C2C(=CC=NC2=CC1)C(=O)OC)CC=1C=C2C=CN=CC2=CC1 methyl 6-(4-((R)-2-((1r,4R)-4-(((tert-butoxycarbonyl)amino)methyl)cyclohexanecarboxamido)-3-(isoquinolin-6-yl)propoxy) phenyl)quinoline-4-carboxylate